COC=1C=C2C(=CC=NC2=CC1OC)N1CCC(CC1)C(CN)(C)C 2-(1-(6,7-dimethoxyquinolin-4-yl)piperidin-4-yl)-2-methylpropan-1-amine